C(CCCCCCC\C=C/CCCCCCCC)(=O)OC[C@@H]([C@@H](C(OCOC(=O)OC1=CC=CC=C1)=O)CC)CC=1N(C=NC1)C (2R,3S)-3-ethyl-2-[(3-methylimidazol-4-yl)methyl]-4-oxo-4-{[(phenoxycarbonyl)oxy]methoxy}butyl (9Z)-octadec-9-enoate